17-oxo-4,7,10,13-tetraoxa-16-azahexacosanic acid O=C(NCCOCCOCCOCCOCCC(=O)O)CCCCCCCCC